C(C1=CC=CC=C1)OC(CCC(CC(=O)O)(C)C)=O 6-benzyloxy-3,3-dimethyl-6-oxo-hexanoic acid